4-((4-(tert-butyl)phenyl)amino)cyclohexane-1-carboxamide N-[(3S)-pyrrolidin-3-yl]Carbamate N1C[C@H](CC1)NC(O)=O.C(C)(C)(C)C1=CC=C(C=C1)NC1CCC(CC1)C(=O)N